CCCCCCCCCCCCCCCCCCCCCCCCCCCCCCCCCCCCCCCCCCCCCCCCCCCCCCCCCCCCCCCCCCCCCCCCCCCCCCCCCCCCCCCCCC n-Nonacontane